N=1N2C(C(=CC1)N)=CC=C2 pyrrolo[1,2-b]pyridazin-4-amine